3-(4-(((4-carbamoylphenethyl)(7-fluorobenzo[d]thiazol-2-yl)amino)-methyl)phenyl)propiolic acid C(N)(=O)C1=CC=C(CCN(C=2SC3=C(N2)C=CC=C3F)CC3=CC=C(C=C3)C#CC(=O)O)C=C1